1,2-diamino-β-propanesulfonate NCC(C)(S(=O)(=O)[O-])N